COC=1C=C(C=CC1OC)CCC1(NC(=NC(=C1)C1=CC(=CC=C1)OC)N)N 4-(3,4-Dimethoxyphenylethyl)-6-(3-methoxyphenyl)pyrimidine-2,4-diamine